tert-butyl 4-(2-(((1r,4r)-4-((tert-butoxycarbonyl)amino)cyclohexyl)(2-(2,6-dioxopiperidin-3-yl)-1-oxoisoindolin-4-yl)amino)ethyl)piperazine-1-carboxylate C(C)(C)(C)OC(=O)NC1CCC(CC1)N(CCN1CCN(CC1)C(=O)OC(C)(C)C)C1=C2CN(C(C2=CC=C1)=O)C1C(NC(CC1)=O)=O